methyl (R)-6-(tert-butyl)-10-((8-isopropoxy-8-oxooctyl) oxy)-2-oxo-6,7-dihydro-2H-pyrido[2',1':3,4]pyrazino[1,2-b]indazole-3-carboxylate C(C)(C)(C)[C@H]1N2C(C=3N(N=C4C(=CC=CC34)OCCCCCCCC(=O)OC(C)C)C1)=CC(C(=C2)C(=O)OC)=O